[Si](C1=CC=CC=C1)(C1=CC=CC=C1)(C(C)(C)C)OC(CC(CC(=O)OC)=O)C=C methyl 5-((tert-butyldiphenylsilyl)oxy)-3-oxohept-6-enoate